ClC1=C(C=CC=C1C1=CC=C(C=C1)CC1=NOC=C1)C1C(NC(CC1)=O)=O 3-[2-chloro-3-[4-(isoxazol-3-ylmethyl)phenyl]phenyl]piperidine-2,6-dione